ClC1=CC(=NN1)NC(CC=1N=C2N(C=C(C=C2)F)C1)=O N-(5-chloro-1H-pyrazol-3-yl)-2-(6-fluoroimidazo[1,2-a]pyridin-2-yl)acetamide